1-cyclopropylmethyl-3-methyl-6-(naphthalen-1-ylmethyl)-1,6-dihydro-2H-pyrrolo[3,4-d]Pyrimidine C1(CC1)CN1CN(CC=2C1=CN(C2)CC2=CC=CC1=CC=CC=C21)C